ClC=1C=CC(=C(C=O)C1)C=1C=NC(=NC1)F 5-chloro-2-(2-fluoropyrimidin-5-yl)benzaldehyde